2-(6-(benzylamino)-9H-purin-9-yl)acetic acid C(C1=CC=CC=C1)NC1=C2N=CN(C2=NC=N1)CC(=O)O